NC(CCNC(=O)C1=NC(=CN=C1)C=1NC2=CC=CC=C2C1C)(C)C N-(3-amino-3-methylbutyl)-6-(3-methyl-1H-indol-2-yl)pyrazine-2-carboxamide